N-(4-oxocyclohexyl)carbamic acid tert-butyl ester C(C)(C)(C)OC(NC1CCC(CC1)=O)=O